C[C@@]12CC[C@@H]3C4C=CC(O)=CC=4CC[C@H]3[C@@H]2C[C@@H](O)[C@@H]1O 16α-hydroxyestradiol